CC1(C2CC3CC(CC1C3)C2)OC(=O)COC(=O)C2C3C1C4C=CC(C1C(C2)C3)C4 8-(2-methyl-2-adamantyloxycarbonyl-methyloxycarbonyl)-tetracyclo[4.4.0.12,5.17,10]-3-dodecene